3-hydroxy-1H-indazol OC1=NNC2=CC=CC=C12